FCCOC1=CNC=2N=C(N=C(C21)C=2C=CC(=NC2)C21CNCC(N2CC=2C=NC(=CC2)OC)C1)C=1C=NN(C1)C (5-(5-(2-Fluoroethoxy)-2-(1-methyl-1H-pyrazol-4-yl)-7H-pyrrolo[2,3-d]pyrimidin-4-yl)pyridin-2-yl)-6-((6-methoxypyridin-3-yl)methyl)-3,6-diazabicyclo[3.1.1]heptane